N-[4-(4-{[(3S,4R)-3-fluoro-1-methylpiperidin-4-yl]oxy}-3-methyl-1H-pyrazolo[3,4-d]pyrimidin-6-yl)phenyl]pyridine-2-sulfonamide F[C@H]1CN(CC[C@H]1OC1=C2C(=NC(=N1)C1=CC=C(C=C1)NS(=O)(=O)C1=NC=CC=C1)NN=C2C)C